N[C@@H](CC(=O)OCC)C1=CC(=CC=C1)C1=CSC=C1C ethyl (S)-3-amino-3-(3-(4-methylthiophen-3-yl)phenyl)propanoate